CNC(=S)C1=CC=NC2=CC=CC=C12 N-methylquinoline-4-carbothioamide